FC(C1=C(C=C2CCCN(C2=C1)C1=C2C=C(C(N(C2=CC(=N1)N1C[C@@H](CC1)O)C)=O)C)C=1C=NN(C1)C)F (R)-5-(7-(difluoromethyl)-6-(1-methyl-1H-pyrazol-4-yl)-3,4-dihydroquinolin-1(2H)-yl)-7-(3-hydroxypyrrolidin-1-yl)-1,3-dimethyl-1,6-naphthyridin-2(1H)-one